3-tert-butylbenzenediazonium C(C)(C)(C)C=1C=C(C=CC1)[N+]#N